6-(3-((1-cyclopropyl-1H-pyrazol-4-yl)oxy)azetidin-1-yl)-8-(6-methoxypyridin-3-yl)-3-methyl-2-(trifluoromethyl)pyrimido[5,4-d]pyrimidin-4(3H)-one C1(CC1)N1N=CC(=C1)OC1CN(C1)C=1N=C(C=2N=C(N(C(C2N1)=O)C)C(F)(F)F)C=1C=NC(=CC1)OC